naphthalene-2-sulfonyl-hydrazine C1=C(C=CC2=CC=CC=C12)S(=O)(=O)NN